COC1=C(C=C(C=C1)NC1=NC=CC(=N1)NC)COC1CN(CC1)C N2-(4-methoxy-3-(((1-methylpyrrolidin-3-yl)oxy)methyl)phenyl)-N4-methylpyrimidine-2,4-diamine